[Si](C1=CC=CC=C1)(C1=CC=CC=C1)(C(C)(C)C)OCCCCCCCCCCCCC(CCCCCCCCCCCC)=O 1-((tert-butyldiphenylsilyl)oxy)pentacosan-13-one